ClC1=NC(=NC(=C1)C=1C=NN(C1CC1CC1)C)N 4-chloro-6-(5-(cyclopropylmethyl)-1-methyl-1H-pyrazol-4-yl)pyrimidin-2-amine